[Si](C)(C)(C(C)(C)C)OC=1C=CC2=C(NOCC3=C2C=CC(=C3)O[Si](C)(C)C(C)(C)C)C1 3,9-bis((tert-butyldimethylsilyl)oxy)-5,7-dihydrodibenzo[c,e]oxazepine